ClN1C(C[C@@H](CC1)N1N=CC(=C1)CNC1=C2C(N(C(C2=CC=C1)=O)C1C(NC(CC1)=O)=O)=O)(C)C 4-[[1-[(4R)-1-chloro-2,2-dimethyl-4-piperidyl]pyrazol-4-yl]methylamino]-2-(2,6-dioxo-3-piperidyl)isoindoline-1,3-dione